acetaldehyde diethyl-ethyl-acetate C(C)C(C(=O)O)(CC)CC.C(C)=O